O1CCC(CC1)C(=O)OC1CN(C1)C=1N=C(C2=C(N1)CC[S+]2[O-])NC2CC1(C2)COC1 [1-[4-(6-oxaspiro[3.3]-heptan-2-ylamino)-5-oxido-6,7-dihydro-thieno[3,2-d]pyrimidin-5-ium-2-yl]azetidin-3-yl] tetrahydropyran-4-carboxylate